3,6-diamino-carbazole NC=1C=CC=2NC3=CC=C(C=C3C2C1)N